1-amino-2-[cyano-14C]Cyanopyrrole NN1C(=C(C=C1)C#N)[14C]#N